N-(2-(1H-pyrazol-1-yl)ethyl)-5-bromo-3-chloro-2-nitroaniline N1(N=CC=C1)CCNC1=C(C(=CC(=C1)Br)Cl)[N+](=O)[O-]